C(C(=C)C)(=O)O.C(C1=CC=CC=C1)(=O)C1=CC=CC=C1 Benzophenone methacrylate